1H-pyrazole-3-methanol hydrochloride Cl.N1N=C(C=C1)CO